C1(CC1)C(=O)NC1=NC=C(C(=O)NC([2H])([2H])[2H])C(=C1)NC1=CSC2=C1C(N(C=C2F)C)=O 6-(Cyclopropanecarboxamido)-4-((7-fluoro-5-methyl-4-oxo-4,5-dihydrothieno[3,2-c]pyridin-3-yl)amino)-N-(methyl-d3)nicotinamide